tert-Butyl 4-(2-cyano-4-fluoro-5-(2-methylprop-1-en-1-yl)phenyl)piperazine-1-carboxylate C(#N)C1=C(C=C(C(=C1)F)C=C(C)C)N1CCN(CC1)C(=O)OC(C)(C)C